FC(C(=O)O)(F)F.NC=1N=CC(=NC1C=1C=NN(C1)CC(F)(F)F)C=1C=C(C=CC1C)C(C(=O)N)(C(F)(F)F)O 2-(3-(5-amino-6-(1-(2,2,2-trifluoroethyl)-1H-pyrazol-4-yl)pyrazin-2-yl)-4-methylphenyl)-3,3,3-trifluoro-2-hydroxypropanamide trifluoroacetate